hafnium tetra(ethylmethyl-amide) C(C)[N-]C.C(C)[N-]C.C(C)[N-]C.C(C)[N-]C.[Hf+4]